BrCCCCCCCOC1=C(C=C(C=O)C=C1)O 4-(7-Bromoheptyloxy)-3-hydroxybenzaldehyde